FC1=CC=C(C=C1)C1=C(C=C2CNC(C2=C1)=O)OCC=1N=C(SC1)C 6-(4-Fluorophenyl)-5-((2-methylthiazol-4-yl)methoxy)isoindolin-1-one